N-(4-cyclobutyl-5-(4-fluorophenyl)-1-methyl-1H-pyrazol-3-yl)-2-(3,3-difluorocyclobutyl)acetamide C1(CCC1)C=1C(=NN(C1C1=CC=C(C=C1)F)C)NC(CC1CC(C1)(F)F)=O